OC(C(=O)N1[C@@H](C[C@H](C1)F)C(=O)N[C@H](C1=CC=C(C=C1)C(C)C)C1=CC=CC=C1)CO (2S,4R)-1-(2,3-dihydroxypropanoyl)-4-fluoro-N-[(S)-phenyl[4-(propan-2-yl)phenyl]methyl]pyrrolidine-2-carboxamide